C(C)(C)(C)OC(=O)N1CC(CC1)(C(=O)O)NC(=O)OC(C)(C)C 1-(tert-butoxycarbonyl)-3-((tert-butoxycarbonyl)amino)pyrrolidine-3-carboxylic acid